2,4-dichloro-pyrimidine-5-carbonyl chloride ClC1=NC=C(C(=N1)Cl)C(=O)Cl